3-(5-(7-(((1-(2-chlorophenyl)ethyl)amino)methyl)imidazo[1,5-a]pyridin-5-yl)-1-oxoisoindolin-2-yl)piperidine-2,6-dione ClC1=C(C=CC=C1)C(C)NCC1=CC=2N(C(=C1)C=1C=C3CN(C(C3=CC1)=O)C1C(NC(CC1)=O)=O)C=NC2